FC(CCCN1CCCCC1)(F)F (4,4,4-trifluorobutyl)piperidin